tert-butyl 1,2-dimethyl-4-(thiophen-2-yl)-1H-imidazole-5-carboxylate CN1C(=NC(=C1C(=O)OC(C)(C)C)C=1SC=CC1)C